OC1=NC=2N(C(=C1)O)N=C(C2C#N)C 5,7-dihydroxy-2-methyl-pyrazolo[1,5-a]pyrimidine-3-carbonitrile